N-{2-fluoro-3-[6-oxo-4-(trifluoromethyl)-1,6-dihydropyrimidin-2-yl]-4-(trifluoromethyl)benzyl}-1-[6-(Trifluoromethyl)pyridin-2-yl]azetidine-3-carboxamide FC1=C(CNC(=O)C2CN(C2)C2=NC(=CC=C2)C(F)(F)F)C=CC(=C1C=1NC(C=C(N1)C(F)(F)F)=O)C(F)(F)F